N-(6,6-difluorobicyclo[3.1.0]hexane-3-yl)-1,2,3,4-tetrahydroisoquinolin-7-amine trifluoroacetate salt FC(C(=O)O)(F)F.FC1(C2CC(CC12)NC1=CC=C2CCNCC2=C1)F